5-(5-Chloro-2-methylphenyl)-1,3,3,5,7-pentamethyloctahydrobenzo[c]isoxazol ClC=1C=CC(=C(C1)C1(CC2C(N(OC2(C)C)C)C(C1)C)C)C